3-(5-fluoro-4-methoxypyridin-3-yl)azetidine-1-carboxylic acid tert-butyl ester C(C)(C)(C)OC(=O)N1CC(C1)C=1C=NC=C(C1OC)F